[Si](C)(C)(C(C)(C)C)OC(CC=O)C1=NC=CC=C1Cl 3-((tert-butyldimethylsilyl)oxy)-3-(3-chloropyridin-2-yl)propanal